5-(Benzyloxy)valeraldehyde C(C1=CC=CC=C1)OCCCCC=O